(S)-2-(4-(6-((4-cyanobenzyl)oxy)pyridin-2-yl)-2,6-difluorobenzyl)-1-(4,4-dimethyltetrahydrofuran-3-yl)-1H-benzo[d]imidazole-6-carboxylic acid C(#N)C1=CC=C(COC2=CC=CC(=N2)C2=CC(=C(CC3=NC4=C(N3[C@@H]3COCC3(C)C)C=C(C=C4)C(=O)O)C(=C2)F)F)C=C1